COC=1C=CC(=C2CCCNC12)C(C)C 8-methoxy-5-isopropyl-1,2,3,4-tetrahydroquinoline